1,2-di-arachidonoyl-sn-glycero-3-phosphorylcholine C(CCC\C=C/C\C=C/C\C=C/C\C=C/CCCCC)(=O)OC[C@@H](OC(CCC\C=C/C\C=C/C\C=C/C\C=C/CCCCC)=O)COP(=O)(O)OCC[N+](C)(C)C